dichloro(o-isopropoxyphenylmethylene)ruthenium Cl[Ru](=CC1=C(C=CC=C1)OC(C)C)Cl